C12C(C3CC(CC(C1)C3)C2)C(=O)O adamantane-2-carboxylic acid